CC1(CC(CC1)C=1SC(=CN1)CO)C (2-(3,3-dimethylcyclopentyl)thiazol-5-yl)methanol